(4-((4-chloro-5-(trifluoromethyl)pyrimidin-2-yl)amino)-3-methyl-1H-pyrazol-1-yl)-2-methylpropanamide ClC1=NC(=NC=C1C(F)(F)F)NC=1C(=NN(C1)C(C(=O)N)(C)C)C